C1(CC1)C1=NC=NC(=C1C1=NC=C(C(=N1)OCC1=C(C(=C(C=C1)C=1N(C=C(N1)C(F)(F)F)C)F)OC)OC)OC 4'-cyclopropyl-4-((3-fluoro-2-methoxy-4-(1-methyl-4-(trifluoromethyl)-1H-imidazol-2-yl)benzyl)oxy)-5,6'-dimethoxy-2,5'-bipyrimidine